18-2,2'-(ethane-1,2-diylbis(5-carbamoyl-7-fluoro-4-methoxy-1H-benzo[d]imidazole-1,2-diyl))bis(3,5-difluorobenzoic acid) C(CN1C(=NC2=C1C(=CC(=C2OC)C(N)=O)F)C2=C(C(=O)O)C=C(C=C2F)F)N2C(=NC1=C2C(=CC(=C1OC)C(N)=O)F)C1=C(C(=O)O)C=C(C=C1F)F